5-[3-({(1S)-1-[(1S,3R)-3-amino-2,2-dimethylcyclobutyl]ethyl}amino)-4-(trifluoromethyl)phenyl]-1,3,4-oxadiazol-2(3H)-one N[C@H]1C([C@H](C1)[C@H](C)NC=1C=C(C=CC1C(F)(F)F)C1=NNC(O1)=O)(C)C